CC1CC(OC1(C(F)(F)F)C)C#N 4,5-dimethyl-5-(trifluoromethyl)tetrahydrofuran-2-carbonitrile